methyl 5-bromo-6-(3-methoxy-3-methylazetidin-1-yl)picolinate BrC=1C=CC(=NC1N1CC(C1)(C)OC)C(=O)OC